9-Cyclohexyl-N-[4-(4-morpholinyl)phenyl]-2-(1-naphthalenyloxy)-9H-purin-6-amine C1(CCCCC1)N1C2=NC(=NC(=C2N=C1)NC1=CC=C(C=C1)N1CCOCC1)OC1=CC=CC2=CC=CC=C12